CC=1C(=NOC1C)C#CC=1C=C(C=CC1)S(=O)(=O)NC1=C2CNC(C2=CC=C1)=O 3-((4,5-dimethylisoxazol-3-yl)ethynyl)-N-(1-oxoisoindolin-4-yl)benzenesulfonamide